C(C)(C)(C)OC(=O)N1N=CC2=NC(=C(C=C21)OC)Cl.OC2CC1=CC=CC(=C1C2)C2=C(C=C1C(=N2)C=NN1C(=O)OC(C)(C)C)OC tert-Butyl 5-(2-hydroxy-2,3-dihydro-1H-inden-4-yl)-6-methoxy-1H-pyrazolo[4,3-b]pyridine-1-carboxylate tert-Butyl-5-chloro-6-methoxy-1H-pyrazolo[4,3-b]pyridine-1-carboxylate